guanylurea dinitrate salt [N+](=O)(O)[O-].[N+](=O)(O)[O-].C(N)(=N)NC(=O)N